C(C)(C)(C)C1=C(C(=C2C=C(C(C2=C1)[Si](C)(C)C1C(=CC2=C(C(=C(C=C12)C(C)(C)C)OC)C1=CC(=CC(=C1)C)C)C)C)C1=CC(=CC(=C1)C)C)OC bis[6-tert-butyl-4-(3,5-dimethylphenyl)-5-methoxy-2-methyl-1H-inden-1-yl]Dimethylsilane